C(C=1C(O)=CC=CC1)=NCC(CC)N=CC=1C(O)=CC=CC1 N,N'-disalicylidene-1,2-butanediamine